[2-[(2S)-4-benzyloxycarbonyl-2-methyl-piperazin-1-yl]ethyl]piperidine-4-carboxylic acid C(C1=CC=CC=C1)OC(=O)N1C[C@@H](N(CC1)CCN1CCC(CC1)C(=O)O)C